3,4'-diamino-5'-biphenyloxybenzophenone NC=1C=C(C(=O)C2=CC=C(C(=C2)OC=2C(=CC=CC2)C2=CC=CC=C2)N)C=CC1